(5,5-diethyl-4H-isoxazol-3-yl)-1,3-dimethyl-isothiourea C(C)C1(CC(=NO1)N(C(S)=NC)C)CC